((1s,3s)-3-hydroxy-3-methylcyclobutyl)methanone tetrahydrofuran-3-yl-2-phenylacetate O1CC(CC1)OC(CC1=CC=CC=C1)=O.OC1(CC(C1)C=O)C